Cl.Cl.NC1=C(C=2NC3=CC=CC=C3SC2C=C1)N diamino-phenothiazine bis(hydrochloride) salt